COC=1C=C(C=C2CN(C(C12)=O)CC(F)(F)F)C1=CN=C2N1C=CC(=C2)C=2C=NN(C2)C 7-methoxy-5-[7-(1-methylpyrazol-4-yl)imidazo[1,2-a]pyridin-3-yl]-2-(2,2,2-trifluoroethyl)isoindolin-1-one